FC(C=1C=CC=CC1)(F)F 5-(Trifluoromethyl)benzene